CN(C)CCOCCNC(OC(CCCCOC(CCCCCCCCCCCCCCCCCCCCC)=O)CCCCOC(CCCCCCCCCCCCCCCCCCCCC)=O)=O.ClC=1N=CC=C2C=C(C=NC12)C(=O)OCC ethyl 8-chloro-1,7-naphthyridine-3-carboxylate 2-methyl-9-oxo-11-{4-[(1-oxodocosyl)oxy]butyl}-2,8-diaza-5,10-dioxapentadecan-15-yldocosanoate